6-(2-amino-5-(4-(4-cyclopropylpiperazin-1-yl)-3-((dimethylamino)methyl)phenyl)-6-fluoropyridin-3-yl)-3,4-dihydroisoquinolin-1(2H)-one NC1=NC(=C(C=C1C=1C=C2CCNC(C2=CC1)=O)C1=CC(=C(C=C1)N1CCN(CC1)C1CC1)CN(C)C)F